2-[(3-aminopyrazolo[1,5-a]pyrimidin-7-yl)(2-hydroxyethyl)amino]ethanol NC=1C=NN2C1N=CC=C2N(CCO)CCO